1-bromo-2-(chlorosulfonyl)-5-fluoro-4-methoxybenzene BrC1=C(C=C(C(=C1)F)OC)S(=O)(=O)Cl